N=1C(=CN2C=CC=CC12)COC1=C(C=C2C=C(NC2=C1)CNC(=O)C1(CC1)C)Cl N-({6-[(1,3a-diaza-2-indenyl)methoxy]-5-chloro-2-indolyl}methyl)1-methylcyclopropanecarboxamide